Racemic-3-(3-chloro-4-fluorophenyl)-1-(8,9-difluoro-6-oxo-1,2,3,4,5,6-hexahydrobenzo[c][1,7]naphthyridin-1-yl)-1-methylurea ClC=1C=C(C=CC1F)NC(N(C)[C@@H]1C=2C3=C(C(NC2CNC1)=O)C=C(C(=C3)F)F)=O |r|